(R)-(4-methoxyphenyl)-3-methyl-monophenyl-1,4,5,7-tetrahydro-6H-pyrazolo[3,4-b]pyridin-6-one COC1=CC=C(C=C1)[C@@H]1C2=C(NC(C1)=O)N(N=C2C)C2=CC=CC=C2